4-((2-(2-chloro-6-fluorophenyl)pyrazolo[1,5-a][1,3,5]triazin-4-yl)amino)-N-(tetrahydro-2H-pyran-4-yl)benzamide ClC1=C(C(=CC=C1)F)C1=NC=2N(C(=N1)NC1=CC=C(C(=O)NC3CCOCC3)C=C1)N=CC2